C(C)OC(=O)C1=NN(C2=C1C(CC=1C=NC(=NC21)NC)(C)C)C2OCCCC2 4,4-dimethyl-8-(methylamino)-1-(tetrahydro-2H-pyran-2-yl)-4,5-dihydro-1H-pyrazolo[4,3-H]quinazoline-3-carboxylic acid ethyl ester